ClC=1C=C(C=CC1F)[C@@H]1N(C[C@H](CC1)C)C(C(=O)NC=1C=C(C(=NC1)NC(OC(C)(C)C)=O)C)=O tert-butyl N-[5-[[2-[(2R,5S)-2-(3-chloro-4-Fluoro-phenyl)-5-methyl-1-piperidyl]-2-oxo-acetyl]amino]-3-methyl-2-pyridyl]carbamate